(1S,2S)-1,2-bis(4-fluorophenyl)ethylenediamine dihydrochloride Cl.Cl.FC1=CC=C(C=C1)[C@@H]([C@@H](N)C1=CC=C(C=C1)F)N